3,4-diamino-N-methyl-5-(1-methylimidazol-4-yl)benzenesulfonamide NC=1C=C(C=C(C1N)C=1N=CN(C1)C)S(=O)(=O)NC